C(C)OC1=CC=C(C=C1)C1=CC(=C(C(=C1)F)C(C)=O)F 1-(4'-ethoxy-3,5-difluoro-[1,1'-biphenyl]-4-yl)ethan-1-one